(1R,3S)-3-{5-[5-(2-formyl-3-hydroxyphenoxy)-2-methylpyrazole-3-amido]-2H-pyrazol-3-yl}cyclopentyl N-isopropyl-carbamate C(C)(C)NC(O[C@H]1C[C@H](CC1)C=1NN=C(C1)NC(=O)C=1N(N=C(C1)OC1=C(C(=CC=C1)O)C=O)C)=O